NC1=NC=CC(=C1)C=1C=C2C=CN(C(C2=CC1)=O)CC=1C=C(C(=O)NC2=NOC=C2)C=C(C1)F 3-((6-(2-Aminopyridin-4-yl)-1-oxoisoquinolin-2(1H)-yl)methyl)-5-fluoro-N-(isoxazol-3-yl)benzamide